1-((2-(trimethyl-Silyl)ethoxy)methyl)-1H-pyrazole-3-carboxylic acid methyl ester COC(=O)C1=NN(C=C1)COCC[Si](C)(C)C